1-Heptyl-2-Methylpiperidinium fluorid methyl-2-(4-(6-((4-cyano-2-fluorobenzyl)oxy)pyridin-2-yl)piperidin-1-yl)-3-hydroxypropionate COC(C(CO)N1CCC(CC1)C1=NC(=CC=C1)OCC1=C(C=C(C=C1)C#N)F)=O.[F-].C(CCCCCC)[NH+]1C(CCCC1)C